C(CCC)(=O)OC=1C(=O)O[C@@H](C1O)[C@@H](O)COC(CCC)=O L-ascorbic acid 2,6-dibutyrate